C(C1=CC=CC=C1)O[C@H]1[C@H](O[C@@]2([C@@H]([C@H]1N1N=NC(=C1)C1=CC(=C(C(=C1)F)F)F)OCC1=CC=CC=C1)OCC=CC2)COCC2=CC=CC=C2 1-((2R,3R,4S,5R,6S)-3,5-bis(benzyloxy)-2-((benzyloxy)methyl)-1,7-dioxaspiro[5.5]undec-9-en-4-yl)-4-(3,4,5-trifluorophenyl)-1H-1,2,3-triazole